C(C1=CC=CC=C1)OCCN1C(C(=CC(=C1)C(F)(F)F)N=C=S)=O 1-(2-(benzyloxy)ethyl)-3-isothiocyanato-5-(trifluoromethyl)pyridin-2(1H)-one